tert-butyl (1S,2R,5R)-2-(((7-chloro-8-fluoro-2-(methylthio)-4-oxo-3,4-dihydropyrido[4,3-d]pyrimidin-5-yl)(methyl)amino)methyl)-3,8-diazabicyclo[3.2.1]octane-8-carboxylate ClC1=C(C=2N=C(NC(C2C(=N1)N(C)C[C@@H]1[C@@H]2CC[C@H](CN1)N2C(=O)OC(C)(C)C)=O)SC)F